4-(2-methoxyphenyl)thiosemicarbazide COC1=C(C=CC=C1)NC(NN)=S